N-(4-((2,2-difluorocyclopentyl)oxy)-3-fluorophenyl)-5-propyl-2-(pyrrolidin-1-yl)oxazole-4-carboxamide FC1(C(CCC1)OC1=C(C=C(C=C1)NC(=O)C=1N=C(OC1CCC)N1CCCC1)F)F